11,11-Dimethyl-4,8-dimethylbicyclo[7.2.0]undecan-3-ol CC1(CC2C(CCCC(C(CC12)O)C)C)C